C1(=CC=CC=C1)N1C=2C=CC3=C(C2C=2C4=C(C(=CC12)C1=CC=C(C=C1)C=1C2=CC=CC=C2C=2C=CC=CC2C1)C=CC=C4)C=CC=C3 7-phenyl-5-[4-(9-phenanthryl)phenyl]dibenzo[c,g]carbazole